O1C=CC2=C1C(=CC=C2)CNC2=NC=CC=C2C=2N=NC=CC2 N-(benzofuran-7-ylmethyl)-3-(pyridazin-3-yl)pyridin-2-amine